1-(2,6,6-trimethyl-1-cyclohex-2-enyl)hepta-1,6-dien CC=1C(C(CCC1)(C)C)C=CCCCC=C